CC1=CC(=C(C=N1)CNC1=NC(=NC=C1C(F)(F)F)NC1=CC=C(C(=O)N)C=C1)N(S(=O)(=O)C)C 4-({4-[({6-methyl-4-[methyl(methylsulfonyl)amino]pyridin-3-yl}methyl)amino]-5-(trifluoromethyl)pyrimidin-2-yl}amino)benzamide